4-[4-Cyano-8-(2,6-dimethyl-phenyl)-3-hydroxy-quinolin-2-yl]-4-oxo-butyric acid ethyl ester C(C)OC(CCC(=O)C1=NC2=C(C=CC=C2C(=C1O)C#N)C1=C(C=CC=C1C)C)=O